C(C1=CC=CC=C1)(C1=CC=CC=C1)(C1=CC=CC=C1)N1C=NC(=C1)CC 2-(1-trityl-1H-imidazol-4-yl)ethan